O=C1N(CCOC1)[C@@H]1C(=NN(C1)C(=O)N[C@H](C)C=1C=NC(=CC1)C(F)(F)F)C1=CC=C(C=C1)C (S)-4-(3-oxomorpholin-4-yl)-3-(4-methylphenyl)-N-((R)-1-(6-(trifluoromethyl)pyridin-3-yl)ethyl)-4,5-dihydro-1H-pyrazol-1-carboxamide